C(C=C)N1NN(CC(C1)CC=C)CC=C hexahydro-1,3,5-triallyltriazine